2,2-dimethylbutyric anhydride CC(C(=O)OC(C(CC)(C)C)=O)(CC)C